N,N-dimethyl-1-(benzenesulfonyl)-1H-pyrrolo[2,3-b]pyridine-2-carboxamide CN(C(=O)C1=CC=2C(=NC=CC2)N1S(=O)(=O)C1=CC=CC=C1)C